ClC1=CC(=CC=2COB(C21)O)NC2=NC=C(C(=N2)N[C@H]2[C@@H](CCCC2)C#N)F (trans)-2-[[2-[(7-chloro-1-hydroxy-3H-2,1-benzoxaborole-5-yl)amino]-5-fluoro-pyrimidin-4-yl]amino]cyclohexanecarbonitrile